N-((6-methyl-4-(methylsulfanyl)-2-oxo-1,2-dihydropyridin-3-yl)methyl)benzo[d][1,3]dioxole-5-carboxamide CC1=CC(=C(C(N1)=O)CNC(=O)C1=CC2=C(OCO2)C=C1)SC